C1(=CC=CC=C1)CS(=O)(=O)NC1=C(C(=C(C=C1F)OC1=NC=CC=C1C1=NC(=NC=C1)N[C@@H]1CN[C@H](CC1)C)F)F 1-phenyl-N-(2,3,6-trifluoro-4-((3-(2-(((3S,6S)-6-methylpiperidin-3-yl)amino)pyrimidin-4-yl)pyridin-2-yl)oxy)phenyl)methanesulfonamide